N-(5-(4-(5-chloro-4-fluoro-2-((R)-2-hydroxybutan-2-yl)phenylamino)-1,3,5-triazin-2-ylamino)-2-((R)-3-(dimethylamino)pyrrolidin-1-yl)-4-methoxyphenyl)acrylamide ClC=1C(=CC(=C(C1)NC1=NC(=NC=N1)NC=1C(=CC(=C(C1)NC(C=C)=O)N1C[C@@H](CC1)N(C)C)OC)[C@@](C)(CC)O)F